5-bromo-2-methoxy-1-((2-(trimethylsilyl)ethoxy)methyl)-1H-imidazole BrC1=CN=C(N1COCC[Si](C)(C)C)OC